COC=1C=C(C[C@@H]2[C@@](C(OC2)=O)(C)CC2=CC(=C(C=C2)O)OC)C=CC1OC (3R,4R)-4-(3,4-Dimethoxybenzyl)-3-(4-hydroxy-3-methoxybenzyl)-3-methyldihydrofuran-2(3H)-one